C(CCCCCCCCCCCCCCCCCCCCC)(=O)OCC(O)CO Glycerol monobehenate